(4S)-4-(cyclopropylsulfonylamino)-4-[5-(2-methoxyphenyl)-1,3,4-oxadiazol-2-yl]-N-(pyridin-3-ylmethyl)butanamide C1(CC1)S(=O)(=O)N[C@@H](CCC(=O)NCC=1C=NC=CC1)C=1OC(=NN1)C1=C(C=CC=C1)OC